1-[6-(2,7-diazaspiro[3.5]nonan-7-yl)-5-fluoro-1-methyl-indazol-3-yl]hexahydropyrimidine-2,4-dione C1NCC12CCN(CC2)C2=C(C=C1C(=NN(C1=C2)C)N2C(NC(CC2)=O)=O)F